C1(CC1)CN1CCC2(CN(CCO2)C2=C(C(=CC=C2\C=C(\C2=NC(=CN=C2)C2=CN=NC=C2)/F)OC2=CC=CC=C2)C(F)(F)F)CC1 (Z)-9-(cyclopropylmethyl)-4-(6-(2-fluoro-2-(6-(pyridazin-4-yl)pyrazin-2-yl)vinyl)-3-phenoxy-2-(trifluoromethyl)phenyl)-1-oxa-4,9-diazaspiro[5.5]undecane